ClCC1=CC=C(C=C1)N1CC=CC(=C1)F 1-(4-(chloromethyl)phenyl)-5-fluoropyridin